Cl.FC1=C(CCN2CCC3(CN(C([C@H](O3)C)=O)CC)CC2)C=C(C=C1)F (R)-9-(2,5-difluorophenethyl)-4-ethyl-2-methyl-1-oxa-4,9-diazaspiro[5.5]undecan-3-one hydrochloride